C(C=C)(=O)O.C(C=C)(=O)O.C=CC.C=CC dipropylene diacrylate